C(C1=CC=CC=C1)OC([C@@H](NC(=O)OC(C)(C)C)CC(=O)O)=O Boc-L-aspartic acid 1-benzyl ester